[(phenyl-d5)biphenylyl](Phenyl-d5)indolocarbazole C1(=C(C(=C(C(=C1[2H])[2H])[2H])[2H])[2H])C=1C(=C(C=CC1)C1=CC=CC=C1)C=1C(=C2C(=CC1)N=C1C=CC3=C4C=CC=CC4=NC3=C12)C1=C(C(=C(C(=C1[2H])[2H])[2H])[2H])[2H]